COC=1C=C(C=CC1OC)C1=CC=NC=2N1N=C(C2)C(=O)NC2=CC=C(C=C2)C(NCCN2CCCCC2)=O 7-(3,4-dimethoxyphenyl)-N-(4-((2-(piperidin-1-yl)ethyl)carbamoyl)phenyl)pyrazolo[1,5-a]pyrimidine-2-carboxamide